ClC1=C(C(=CC(=C1)NC(CC1=CC=C(C=C1)S(=O)(=O)CC)=O)Cl)C1=CC=C(C=C1)S(=O)(=O)CC N-(2,6-dichloro-4'-(ethylsulfonyl)-[1,1'-biphenyl]-4-yl)-2-(4-(ethylsulfonyl)phenyl)acetamide